(S)-22-((((9H-fluoren-9-yl)methoxy)carbonyl)amino)-21-oxo-2,5,8,11,14,17-hexaoxa-20-azapentacosan-25-oic acid C1=CC=CC=2C3=CC=CC=C3C(C12)COC(=O)N[C@H](C(NCCOCCOCCOCCOCCOCCOC)=O)CCC(=O)O